1-(4-pyridyl)pyridine chloride hydrochloride Cl.[Cl-].N1=CC=C(C=C1)N1CC=CC=C1